P(OCC1=CC(=C(C(=C1)C(C)(C)C)O)C(C)(C)C)([O-])=O 3,5-di-tert-butyl-4-hydroxy-benzyl phosphonate